N-(2-(((Furan-2-ylmethyl)amino)methyl)quinolin-8-yl)-4-(trifluoromethyl)benzenesulfonamide O1C(=CC=C1)CNCC1=NC2=C(C=CC=C2C=C1)NS(=O)(=O)C1=CC=C(C=C1)C(F)(F)F